((2R,3S,4R,5R)-5-(4-benzamidopyrrolo[2,1-f][1,2,4]triazin-7-yl)-5-cyano-3,4-dihydroxytetrahydrofuran-2-yl)methyl propionate C(CC)(=O)OC[C@H]1O[C@@]([C@@H]([C@@H]1O)O)(C#N)C1=CC=C2C(=NC=NN21)NC(C2=CC=CC=C2)=O